C(=O)(O)C(C)N([C@@H](C)C(=O)O)CCNC(C)C(=O)O N-(1-carboxyethyl)-N-[2-[(1-carboxyethyl)amino]ethyl]-alanine